trifluoro-acetic acid FC(C(=O)O)(F)F